rac-methyl 4-[2-(2-carbamoylbenzothiophen-3-yl)morpholin-4-yl]sulfonylbenzoate C(N)(=O)C=1SC2=C(C1[C@@H]1CN(CCO1)S(=O)(=O)C1=CC=C(C(=O)OC)C=C1)C=CC=C2 |r|